N[C@H]1[C@@H]2N(C[C@H]1CC2)C(=O)C2=CC1=C(N(C(=N1)C=1N(C3=C(C=CC=C3C1)CCC#N)CC1CC1)C)C(=C2)OC 3-(2-{5-[(1R,4R,7R)-7-amino-2-azabicyclo[2.2.1]heptane-2-carbonyl]-7-methoxy-1-methyl-1H-1,3-benzodiazol-2-yl}-1-(cyclopropylmethyl)-1H-indol-7-yl)propanenitrile